O=C1NC(CCC1N1C(C=2C=3C1CCN(C3C=CC2)C(CCCCCCCCCCNC(C)=O)=C=O)=O)=O N-(11-(4-(2,6-dioxopiperidin-3-yl)-5-Oxo-3,3a,4,5-tetrahydropyrrolo[2,3,4-de]quinolin-1(2H)-yl)-11-carbonylundecyl)acetamide